C1(CC1)C1OC2=C(C(=CC(=C2C(C1)O)CC=1C(=NC(=NC1)N)N)OC)OC 2-cyclopropyl-5-((2,4-diaminopyrimidin-5-yl)methyl)-7,8-dimethoxychroman-4-ol